NC1CC2=CC=CC=C2C1 2-Aminoindane